trimethyl-(hydroxymethyl)methylamine CC(NCO)(C)C